2-phenyl-3,3-bis(4-cyanato-3-methylphenyl)benzenedicarboxamidine C1(=CC=CC=C1)C1(C(=CC=CC1(C1=CC(=C(C=C1)OC#N)C)C1=CC(=C(C=C1)OC#N)C)C(=N)N)C(=N)N